C(N)(OCC1=CC=CC=C1)=O.C(N)(OCC1=CC=CC=C1)=O dibenzyl dicarbamate